BrC=1N=C2C(=C(C(N(C2=CC1)CC#C)=O)C#N)N1CCN(CC1)CC1=C(C=CC=C1)O 6-bromo-4-(4-(2-hydroxybenzyl)piperazin-1-yl)-2-oxo-1-(prop-2-yn-1-yl)-1,2-dihydro-1,5-naphthyridine-3-carbonitrile